NC1=NC=CC=C1SC1=NN(C2=NC(=CN=C21)N2CCC(CC2)(C)NC(OC(C)(C)C)=O)CC2=CC=C(C=C2)OC tert-butyl (1-(3-((2-aminopyridin-3-yl)thio)-1-(4-methoxybenzyl)-1H-pyrazolo[3,4-b]pyrazin-6-yl)-4-methylpiperidin-4-yl)carbamate